7-fluoro-3-isopropyl-2-methyl-2H-indazole FC1=CC=CC2=C(N(N=C12)C)C(C)C